N(=C=O)C1=CC(=CC(=C1)N=C=O)N=C=O 2,4,6-triisocyanatobenzene